NCCCC#C 5-aminopent-1-yne